4-(4-bromophenyl)-1H-pyrazole BrC1=CC=C(C=C1)C=1C=NNC1